C(C)(=O)ON1C(C(=NC2=CC=CC=C12)SC1=CC=C(C=C1)Cl)=O 1-acetoxy-3-(4-chlorophenylmercapto)quinoxalinone